dimethylsilanediylbis(2-isopropyl-4-phenylindenyl)zirconium dichloride [Cl-].[Cl-].C[Si](=[Zr+2](C1C(=CC2=C(C=CC=C12)C1=CC=CC=C1)C(C)C)C1C(=CC2=C(C=CC=C12)C1=CC=CC=C1)C(C)C)C